4-((5-(dimethylamino)thiophen-2-yl)methylene)-3-(4-methoxyphenyl)isoxazol-5(4H)-one CN(C1=CC=C(S1)C=C1C(=NOC1=O)C1=CC=C(C=C1)OC)C